(S)-1-(5-(6-chloro-3-(1H-imidazol-1-yl)-5-methoxy-1-methyl-1H-pyrrolo[3,2-b]pyridin-2-yl)-4H-1,2,4-triazol-3-yl)-2,2,2-trifluoroethan-1-ol ClC=1C=C2C(=NC1OC)C(=C(N2C)C=2NC(=NN2)[C@@H](C(F)(F)F)O)N2C=NC=C2